methyl N-[5-[6-[(2-methoxyphenyl)-methyl-carbamoyl]imidazo[1,2-a]pyridin-3-yl]-2-pyridyl]carbamate COC1=C(C=CC=C1)N(C(=O)C=1C=CC=2N(C1)C(=CN2)C=2C=CC(=NC2)NC(OC)=O)C